2-(3-chloro-4-((3-chloro-2-(3-ethoxy-3-methylazetidin-1-yl)pyridin-4-yl)oxy)phenyl)-4-(2,6-difluorobenzyl)-2,4-dihydro-3H-1,2,4-triazol-3-one ClC=1C=C(C=CC1OC1=C(C(=NC=C1)N1CC(C1)(C)OCC)Cl)N1N=CN(C1=O)CC1=C(C=CC=C1F)F